but-2-yn-1-on C(C#CC)=O